FC1=C(C=CC(=C1)N1CCNCC1)N[C@@H]1C(NC(CC1)=O)=O (S)-3-((2-fluoro-4-(piperazin-1-yl)phenyl)amino)piperidine-2,6-dione